FC=1C=C2C(=C(NC2=C(C1)C(=O)N)C(F)(F)F)C 5-fluoro-3-methyl-2-(trifluoromethyl)-1H-indole-7-carboxamide